C(=O)(OC(C)(C)C)N[C@H](C)C(=O)OC methyl N-Boc-D-alaninate